tert-butyl N-[5-[3-(3,4-dichlorophenyl)-1-piperidyl]-5-oxo-pent-3-ynyl]carbamate ClC=1C=C(C=CC1Cl)C1CN(CCC1)C(C#CCCNC(OC(C)(C)C)=O)=O